N,N'-(1,4-Phenylenebis(methylene))bis(1-(2-chlorophenyl)-N-methylmethanamine) C1(=CC=C(C=C1)CN(CC1=C(C=CC=C1)Cl)C)CN(CC1=C(C=CC=C1)Cl)C